FC1([C@H](C2=C(N(N=C2C(F)(F)F)CCS(=O)(=O)C)C1)O)F (4S)-5,5-difluoro-1-(2-methylsulfonylethyl)-3-(trifluoromethyl)-4,6-dihydro-cyclopenta[c]pyrazol-4-ol